N-methyl-1,4,5,7-tetrahydro-6H-pyrazolo[3,4-c]pyridine-6-carboxamide CNC(=O)N1CC2=C(CC1)C=NN2